Ethyl 4-(4-(2-methylpiperidin-4-yl) phenyl)-7-(4-(trifluoromethyl) phenyl)-2-naphthoate CC1NCCC(C1)C1=CC=C(C=C1)C1=CC(=CC2=CC(=CC=C12)C1=CC=C(C=C1)C(F)(F)F)C(=O)OCC